COCCOC=1C(=CC2=CN(N=C2C1)C)N 6-(2-methoxyethoxy)-2-methyl-indazol-5-amine